C(C)(C)(C)OC(=O)N1CC(C1)N(C)C1=NC(=NC2=C(C(=C(C=C12)Cl)Br)F)Cl 3-((7-bromo-2,6-dichloro-8-fluoroquinazolin-4-yl)(methyl)-amino)azetidine-1-carboxylic acid tert-butyl ester